(1R,4S,12aR)-N-(3,6-dichloro-2-fluorophenylmethyl)-7-hydroxy-6,8-dioxo-1,2,3,4,6,8,12,12a-octahydro-1,4-methanodipyrido[1,2-a:1',2'-d]pyrazine-9-carboxamide ClC=1C(=C(C(=CC1)Cl)CNC(=O)C=1C(C(=C2N(C[C@@H]3N(C2=O)[C@H]2CC[C@@H]3C2)C1)O)=O)F